C(CCCCC)OC=1C(C(=O)O)=CC=CC1.C(C1=CC=CC=C1)(=O)OCCCCCC hexyl benzoate (hexyl salicylate)